C(C)C1(COC1)COCCC[Si](OC)(C)C 3-[(3-ethyloxetan-3-yl)methoxy]propyldimethylmethoxysilane